2-[(Ethylcarbamoyl)oxy]ethylmethacrylat C(C)NC(=O)OCCOC(C(=C)C)=O